ClC1=CC=C2C(=CNC2=C1)S(=O)(=O)NC1=NC(=CC=C1)OC 6-chloro-N-(6-methoxypyridin-2-yl)-1H-indole-3-sulfonamide